BrC1=CC=C(C=C1)C1=C(C#N)C(=CC(=N1)C1CCC(CC1)COC)O 2-(4-bromophenyl)-4-hydroxy-6-((1r,4r)-4-(methoxymethyl)cyclohexyl)nicotinonitrile